4-(2-chloro-7-methyl-8-oxo-6-(trifluoromethyl)-7,8-dihydropyrimido[5,4-d]pyrimidin-4-yl)-3-fluorobenzonitrile ClC=1N=C(C2=C(N1)C(N(C(=N2)C(F)(F)F)C)=O)C2=C(C=C(C#N)C=C2)F